C1(=CC=CC=C1)CCOC=1C(C(=O)O)=CC=CC1.OC1=C(C(=O)OCCC2=CC=CC=C2)C=CC=C1 2-phenylethyl 2-hydroxybenzoate (PHENYL ETHYL SALICYLATE)